1-phenyl-16-(4-(4-(trifluoromethoxy)phenyl)piperazin-1-yl)-2,5,8,11,14-pentaoxaoctadecane-18-oic acid ethyl ester C(C)OC(CC(COCCOCCOCCOCCOCC1=CC=CC=C1)N1CCN(CC1)C1=CC=C(C=C1)OC(F)(F)F)=O